5-fluoro-2-(6-methoxypyridin-3-yl)isoindoline-1,3-dione FC=1C=C2C(N(C(C2=CC1)=O)C=1C=NC(=CC1)OC)=O